C(C1=CC=CC=C1)N1C=CC=2C1=CC=C1C(=NC(=NC21)Cl)N2C[C@H]1CC[C@@H](C2)N1C(=O)OC(C)(C)C tert-butyl (1R,5S)-3-(7-benzyl-2-chloro-7H-pyrrolo[2,3-H]quinazolin-4-yl)-3,8-diazabicyclo[3.2.1]octane-8-carboxylate